CC1=C(OC2=C(C=C(C=C2C1=O)C)C(C)NC1=C(C(=O)O)C=CC=C1)C1=CC2=CN(N=C2C=C1)C 2-((1-(3,6-dimethyl-2-(2-methyl-2H-indazol-5-yl)-4-oxo-4H-chromen-8-yl)ethyl)amino)benzoic acid